N-[1-(2,6-Difluoro-4-methoxyphenyl)-4-(3,4-difluorophenyl)-1H-imidazol-2-yl]-4-(difluoromethoxy)benzamide FC1=C(C(=CC(=C1)OC)F)N1C(=NC(=C1)C1=CC(=C(C=C1)F)F)NC(C1=CC=C(C=C1)OC(F)F)=O